C(C)OC(NSCNC1=CC(=CC=C1)C#N)=O N-[(3-cyanophenyl)aminomethylthio]carbamic acid ethyl ester